Cl.Cl.C1=CC=CC2=NC3=CC=CC=C3C=C12 acridine dihydrochloride